4-(5-(2-(3-fluorophenyl)pyrimidin-4-yl)-2-(pyridin-4-yl)pyrazolo[1,5-a]pyrimidin-7-yl)morpholine FC=1C=C(C=CC1)C1=NC=CC(=N1)C1=NC=2N(C(=C1)N1CCOCC1)N=C(C2)C2=CC=NC=C2